NCCOC1CCC2(CCN(CC2)C(=O)OCCCC)CC1 butyl 9-(2-aminoethoxy)-3-azaspiro[5.5]undecane-3-carboxylate